FC=1C(=CC=2C3=C(C=NC2C1)N=C(N3C3=CC=C(C=C3)C(C#N)(C)C)C)C=3C=C1C(=NC3)NC=C1 2-(4-(7-fluoro-2-methyl-8-(1H-pyrrolo[2,3-b]pyridin-5-yl)-1H-imidazo[4,5-c]quinolin-1-yl)phenyl)-2-methylpropionitrile